2-(4-methoxyphenyl)-3-nitropyridine COC1=CC=C(C=C1)C1=NC=CC=C1[N+](=O)[O-]